2-amino-1-(3-cyano-4-isopropoxy-phenyl)ethanone hydrochloride Cl.NCC(=O)C1=CC(=C(C=C1)OC(C)C)C#N